6-{[(1-Aminocyclobutyl)methoxy]methyl}-2-[6-(ethylamino)-4-[2-methyl-4-(4-methyl-1,2,4-triazol-3-yl)pyrazol-3-yl]pyridin-2-yl]-4-(trifluoromethyl)-3H-isoindol-1-one NC1(CCC1)COCC1=CC(=C2CN(C(C2=C1)=O)C1=NC(=CC(=C1)C=1N(N=CC1C1=NN=CN1C)C)NCC)C(F)(F)F